lithium 2-hydroxy-6,10,14,18-tetramethyl-5,9,13,17-nonadecatetraene-2-sulfonate OC(C)(CCC=C(CCC=C(CCC=C(CCC=C(C)C)C)C)C)S(=O)(=O)[O-].[Li+]